(aminomethyl) 4-methoxypicolinate methyl-5-cyano-4-methoxypicolinate COC(C1=NC=C(C(=C1)OC)C#N)=O.COC1=CC(=NC=C1)C(=O)OCN